3-(6-amino-2-chloro-3-fluorophenoxy)propionic acid NC1=CC=C(C(=C1OCCC(=O)O)Cl)F